7,9-Di-tert-butyl-1-oxaspiro(4.5)deca-6,9-diene-2,8-dione C(C)(C)(C)C1=CC2(CCC(O2)=O)C=C(C1=O)C(C)(C)C